(4-isopropylcyclohexyl) fumarate C(\C=C\C(=O)[O-])(=O)OC1CCC(CC1)C(C)C